3-(dimethylamino)azetidin CN(C1CNC1)C